NC=1N=C(SC1C(=O)C=1C=NC(=CC1)N1CC2CC2C1)N(C1=CC=C(C=C1)F)C(C(=O)N)C (N-[4-amino-5-[6-(3-azabicyclo[3.1.0]hexan-3-yl)pyridine-3-carbonyl]thiazol-2-yl]-4-fluoro-anilino)propanamide